Benzyl heptane-1-carboxylate C(CCCCCC)C(=O)OCC1=CC=CC=C1